5-methyl-6-oxo-5,6-dihydroimidazo[1,2-b]pyridazine-3-sulfonyl chloride CN1N2C(C=CC1=O)=NC=C2S(=O)(=O)Cl